[4-(3-pyridinyl)phenyl]benzeneacetamide N1=CC(=CC=C1)C1=CC=C(C=C1)C1=C(C=CC=C1)CC(=O)N